C(C)(C)(C)N(C(=O)OC[C@@H]1[C@H]([C@H]([C@@H](O1)N1C=NC=2C(NCCO)=NC=NC12)O)O)[C@H](C)[C@H](CN)CC1=C(C=CC=C1)CNC(=O)OC(C)(C)C N6-(2-hydroxyethyl)adenosine tert-butyl-[(2R,3S)-4-amino-3-(2-{[(tert-butoxycarbonyl)amino]methyl}benzyl)butan-2-yl]carbamate